ClC=1C(=C(C(=CC1)C(F)F)C1=NC(=NC(=C1)OCC1=CC=C(C=C1)OC)C#N)F 4-(3-chloro-6-(difluoromethyl)-2-fluorophenyl)-6-((4-methoxybenzyl)oxy)pyrimidine-2-carbonitrile